2-(6-Nitropyridin-3-yl)ethan-1-amine [N+](=O)([O-])C1=CC=C(C=N1)CCN